N[C@@H]1[C@@H](CCC[C@H]1C1=C(C2=NC(=CC(=C2S1)NCC=1SC=CC1)Cl)C)O (1r,2s,3r)-2-amino-3-(5-chloro-3-methyl-7-((thiophen-2-ylmethyl)amino)thieno[3,2-b]pyridin-2-yl)cyclohexan-1-ol